5-methyl-6-(1-methylbenzimidazol-4-yl)-3-[4-[rel-(2R)-4-methylmorpholin-2-yl]anilino]pyrazine-2-carboxamide CC=1N=C(C(=NC1C1=CC=CC=2N(C=NC21)C)C(=O)N)NC2=CC=C(C=C2)[C@@H]2CN(CCO2)C |o1:27|